methyl 3-(2-((tert-butoxycarbonyl)amino) ethoxy)-4-fluorobenzoate C(C)(C)(C)OC(=O)NCCOC=1C=C(C(=O)OC)C=CC1F